rac-(2R,5S)-tert-butyl 2-(4-hydroxyphenyl)-5-methylpiperidine-1-carboxylate OC1=CC=C(C=C1)[C@@H]1N(C[C@H](CC1)C)C(=O)OC(C)(C)C |r|